(R)-3-methyl-4-(7-((methylsulfonyl)methyl)-2-(1-toluenesulfonyl-1H-pyrrolo[2,3-b]pyridine-4-yl)thieno[3,2-d]pyrimidin-4-yl)morpholine C[C@H]1N(CCOC1)C=1C2=C(N=C(N1)C1=C3C(=NC=C1)N(C=C3)S(=O)(=O)CC3=CC=CC=C3)C(=CS2)CS(=O)(=O)C